Lauric Acid Acrylate C(C=C)(=O)O.C(CCCCCCCCCCC)(=O)O